2-methylisoindolin-5-amine CN1CC2=CC=C(C=C2C1)N